diisothiocyanatocyclohexane N(=C=S)C1(CCCCC1)N=C=S